C(C)(C)(C)OC(=O)N1CCN(CC1)C1CN(C1)C1=NC(=NC(=C1)N1CCC2(CCC(N2)=O)CC1)C(F)(F)F.[C@@H]1([C@H](O)[C@H](O)[C@@H](CO)O1)N1C(=O)NC(=O)C(=C1)OCC(=O)O uridine-5-oxyacetic acid tert-butyl-4-(1-(6-(2-oxo-1,8-diazaspiro[4.5]decan-8-yl)-2-(trifluoromethyl)pyrimidin-4-yl)azetidin-3-yl)piperazine-1-carboxylate